C1(CC1)C=1C=CC=2N(C1)C=C(N2)CNC2=CC(=NC=N2)NC(OCC(O)C2=CC(=CC=C2)Cl)=O 2-(3-chlorophenyl)-2-hydroxyethyl (6-(((6-cyclopropylimidazo[1,2-a]pyridin-2-yl)methyl)amino)pyrimidin-4-yl)carbamate